1-(5-(cis-3-(trifluoromethoxy)cyclobutyl)-1,3,4-oxadiazol-2-yl)-2-oxabicyclo[2.2.2]octan-4-amine FC(O[C@H]1C[C@H](C1)C1=NN=C(O1)C12OCC(CC1)(CC2)N)(F)F